N-(6-fluoroquinolin-8-yl)-1-(4-(trifluoromethyl)phenyl)-1H-imidazole-2-sulfonamide FC=1C=C2C=CC=NC2=C(C1)NS(=O)(=O)C=1N(C=CN1)C1=CC=C(C=C1)C(F)(F)F